N-(2-((4-(dimethylamino)benzyl)(methyl)amino)ethyl)-2-((4-(dimethylamino)benzyl)amino)-5-fluoro-N-methylbenzamide CN(C1=CC=C(CN(CCN(C(C2=C(C=CC(=C2)F)NCC2=CC=C(C=C2)N(C)C)=O)C)C)C=C1)C